ClC=1C(=C(C=CC1)C1=C(C(=CC(=C1OC)C1=CC=CC=C1)C1=CC=CC=C1)OC)P(C1CCCCC1)C1CCCCC1 chloro(2-dicyclohexylphosphino-2',6'-dimethoxyDiphenyl-1,1'-biphenyl)